BrC1=NN(C(=C1)CC(C)C)C1=CC(=CC=C1)OC(CBr)(F)F 3-Bromo-1-[3-(2-bromo-1,1-difluoro-ethoxy)phenyl]-5-isobutyl-pyrazole